ClC1=C2C(=CN(C1=O)C)C(NC2=O)=O 7-chloro-5-methyl-1H-pyrrolo[3,4-c]pyridine-1,3,6(2H,5H)-trione